FC(C=1C=CC(=NC1)N1CCNCC1)(F)F 1-[5-(trifluoromethyl)-2-pyridinyl]piperazine